(R)-N-(2,2,2-trifluoro-1-(4-fluorophenyl)ethyl)-[1,2,4]triazolo[1,5-a]pyridine-2-sulfonamide FC([C@@H](C1=CC=C(C=C1)F)NS(=O)(=O)C1=NN2C(C=CC=C2)=N1)(F)F